2,2-dimethyl-1,3-benzodioxolan CC1(OC2=C(O1)C=CC=C2)C